NC1=C(C=NN1C=1C=NC(=CC1C)OC1=C(C=CC=C1F)F)C(=O)C1=CC=2C(=CC=3CCCN(C3C2)CCO)N1 (5-amino-1-{6-[(2,6-difluorophenyl)oxy]-4-methylpyridin-3-yl}pyrazol-4-yl)[5-(2-hydroxyethyl)-5,6,7,8-tetrahydro-1H-pyrrolo[2,3-g]quinolin-2-yl]methanone